CN(C1=C(C(=CC(=C1)N(C)C)N(C)C)O)C 2,4,6-tri(dimethylamino)phenol